FC=1C=C(COC=2C=C3N(C(N2)=O)C[C@H]2N3COC2)C=C(C1OC=1C=NC(=NC1)C)F (R)-6-((3,5-difluoro-4-((2-methylpyrimidin-5-yl)oxy)benzyl)oxy)-10,10a-dihydro-1H-oxazolo[3',4':3,4]imidazo[1,2-c]pyrimidin-8(3H)-one